FC=1C=C(C=CC1F)N1C(CC[C@]1(C)C1=NC2=C(N1C1CCN(CC1)S(=O)(=O)C)C=CC(=C2)C=2C(=NOC2C)C)=O (R)-1-(3,4-difluorophenyl)-5-(5-(3,5-dimethylisoxazol-4-yl)-1-(1-(methylsulfonyl)piperidin-4-yl)-1H-benzo[d]imidazol-2-yl)-5-methylpyrrolidin-2-one